2-((3,3-difluorocyclobutyl)methyl)-2H-1,2,3-triazole-4-carboxylic acid FC1(CC(C1)CN1N=CC(=N1)C(=O)O)F